ClC=1C=C(C=CC1OCC1=NC=C(C=C1)OC)NC=1C2=C(N=CN1)NC=C2C2CCN(CC2)C(C=C)=O 1-(4-(4-((3-chloro-4-((5-methoxypyridin-2-yl)methoxy)phenyl)amino)-7H-pyrrolo[2,3-d]pyrimidin-5-yl)piperidin-1-yl)prop-2-en-1-one